[Si].C(C)OCOC1=C(C(=CC(=C1)C(F)(F)F)C)C=1C=CC=2C(N1)=NNC2 6-(2-(ethoxymethoxy)-6-methyl-4-(trifluoromethyl)phenyl)-2H-pyrazolo[3,4-b]pyridine silicon